O=C1NC(CCC1C1=C(C=C(C=C1F)N1CCN(CC1)CC1(CCN(CC1)C(=O)OC(C)(C)C)C)F)=O tert-butyl 4-((4-(4-(2,6-dioxopiperidin-3-yl)-3,5-difluorophenyl)piperazin-1-yl) methyl)-4-methylpiperidine-1-carboxylate